3-[3-[(1S)-1-methyl-2-[[(R)-phenyl-[(3R)-1,2,3,4-tetrahydropyrido[2,3-b]pyrazin-3-yl]methyl]amino]ethyl]phenyl]oxetane-3-carboxylic acid C[C@H](CN[C@@H]([C@H]1CNC2=C(N1)N=CC=C2)C2=CC=CC=C2)C=2C=C(C=CC2)C2(COC2)C(=O)O